4-(3-nitrophenyl)-1,4-diazepan-1-carboxylic acid tert-butyl ester C(C)(C)(C)OC(=O)N1CCN(CCC1)C1=CC(=CC=C1)[N+](=O)[O-]